Cl.CN(CCCN=C=NCC)C 1-(3-dimethylaminopropyl)-3-ethylcarbodiimide hydrochloric acid salt